tert-butyl 4-((6-((5-(difluoromethoxy)-1H-pyrazol-3-yl)amino)pyrazin-2-yl)methylene)piperidine-1-carboxylate FC(OC1=CC(=NN1)NC1=CN=CC(=N1)C=C1CCN(CC1)C(=O)OC(C)(C)C)F